methyl 2-(2-(2-(4-(6-azidohexanamido)piperidin-1-yl)thiazole-4-carboxamido)acrylamido)acrylate N(=[N+]=[N-])CCCCCC(=O)NC1CCN(CC1)C=1SC=C(N1)C(=O)NC(C(=O)NC(C(=O)OC)=C)=C